tert-butyl 5-methoxy-3,3-dimethyl-2-oxo-2,3-dihydro-pyrrolo[2,3-c]pyridine-1-carboxylate COC=1C=C2C(=CN1)N(C(C2(C)C)=O)C(=O)OC(C)(C)C